FC(C1=CC=C(C=C1)N1C=2N(CC(C1)CC#N)N=CC2)(F)F 2-(4-(4-(trifluoromethyl)phenyl)-4,5,6,7-tetrahydropyrazolo[1,5-a]pyrimidin-6-yl)acetonitrile